tris(p-tert-butylphenyl)chloromethane methyl-3-(1H-imidazol-4-yl)-2-[3-(trifluoromethyl)-1H-1,2,4-triazol-5-yl]imidazo[1,2-a]pyrimidine-7-carboxylate COC(=O)C1=NC=2N(C=C1)C(=C(N2)C2=NC(=NN2)C(F)(F)F)C=2N=CNC2.C(C)(C)(C)C2=CC=C(C=C2)C(Cl)(C2=CC=C(C=C2)C(C)(C)C)C2=CC=C(C=C2)C(C)(C)C